O=C1N(C(C=C1)=O)CCN(CCNC(OC(C)(C)C)=O)C tert-butyl (2-((2-(2,5-dioxo-2,5-dihydro-1H-pyrrol-1-yl)ethyl)(methyl)amino)ethyl)carbamate